N1(CCNCC1)NC(C)=O N-(piperazin-1-yl)acetamide